CC(CCCCC=C)[Si](OC)(C)C 1-methyl-6-heptenyldimethylmethoxysilane